C(C)(C)(C)C(C(=O)OO)CCCCCCCC.C(C)(C)(C)OOC(CCCCCC(C)(C)C)=O t-butylperoxyneodecanoate (t-Butyl peroxy decanoate)